CC=1C(=C(C=C(C1)C(F)(F)F)O)C=1C=CC=2C(N1)=NN(C2)C=2C=NNC2 3-methyl-2-[2-(1H-pyrazol-4-yl)pyrazolo[3,4-b]pyridin-6-yl]-5-(trifluoromethyl)phenol